C1(CC1)[C@H](C(C)(C)O)N1C(C2=C(C=CC=C2C1)C1=CC(=CC=C1)OCC(F)(F)F)=O (R)-2-(1-cyclopropyl-2-hydroxy-2-methylpropyl)-7-(3-(2,2,2-trifluoroethoxy)phenyl)isoindolin-1-one